C(CCCCCCCCCCCC)=O 7Z-Tridecanal